C(#N)C1=NC(=C2C=C(N=CC2=C1)N[C@H]1CC[C@@H](N(C1)C(=O)OCC1=CC=CC=C1)C)NC(C)C benzyl (2S,5S)-5-((7-cyano-5-(isopropylamino)-2,6-naphthyridin-3-yl) amino)-2-methylpiperidine-1-carboxylate